3-(6-(3-bromophenyl)-2-oxaspiro[3.3]heptan-6-yl)-4-methyl-4H-1,2,4-triazole BrC=1C=C(C=CC1)C1(CC2(COC2)C1)C1=NN=CN1C